bis(2-ethylhexyl) 4,4'-[(6-{[4-(tert-butylcarbamoyl)phenyl]amino}-1,3,5-triazine-2,4-diyl)bis(azanediyl)]dibenzoate C(C)(C)(C)NC(=O)C1=CC=C(C=C1)NC1=NC(=NC(=N1)NC1=CC=C(C(=O)OCC(CCCC)CC)C=C1)NC1=CC=C(C(=O)OCC(CCCC)CC)C=C1